8-bromo-2,3,4,5-tetrahydro-1,4-benzoxazepine BrC1=CC2=C(CNCCO2)C=C1